((2S,3S,4S,5S)-2,3,4,5-tetrakis(benzyloxy) hexyl) carbamate C(N)(OC[C@@H]([C@@H]([C@H]([C@H](C)OCC1=CC=CC=C1)OCC1=CC=CC=C1)OCC1=CC=CC=C1)OCC1=CC=CC=C1)=O